OC[C@@H](C)N1CCN(CCN(CCN(CC1)CC(=O)[O-])CC(=O)[O-])CC(=O)[O-].[Gd+3] |r| Gadolinium (±)-10-(1-Hydroxypropan-2-yl)-1,4,7,10-tetraazacyclododecane-1,4,7-triyltriacetate